C(=O)(OC(C)(C)C)N1CC(CC1)N BOC-3-aminopyrrolidine